NC=1SC(=C(N1)C(=O)[O-])C1COCC1 2-amino-5-(tetrahydrofuran-3-yl)thiazole-4-carboxylate